N-((2-(6-((cis)-2,6-dimethylmorpholino)pyridin-2-yl)-1,6-naphthyridin-7-yl)methyl)-5-(S-methylsulfonimidoyl)nicotinamide C[C@@H]1O[C@@H](CN(C1)C1=CC=CC(=N1)C1=NC2=CC(=NC=C2C=C1)CNC(C1=CN=CC(=C1)S(=O)(=N)C)=O)C